BrC=1C2=CC=CC=C2C(=C2C=CC=CC12)C1=CC2=CC=CC=C2C=2C=CC=CC12 9-bromo-10-(phenanthren-10-yl)anthracene